5-(cyclohex-1-en-1-yl)-6-(trifluoromethyl)pyridin-2-amine C1(=CCCCC1)C=1C=CC(=NC1C(F)(F)F)N